(±)-Ethyl-3-(6-(dimethylamino)-9H-purin-9-yl)-4-hydroxytetrahydrothiophene-3-carboxylate C(C)OC(=O)C1(CSCC1O)N1C2=NC=NC(=C2N=C1)N(C)C